1-(methyl-d3)hydrazine C(NN)([2H])([2H])[2H]